6-phenyl-6-indenyl-methyleneindeneAl C1(=CC=CC=C1)C1(C=CC2=CC(C(C2=C1)C=O)=C)C1C=CC2=CC=CC=C12